N-[(1S)-1-(2,4-difluorophenyl)ethyl]-2-{6-fluoro-2-oxo-1H,4H-pyrido[2,3-d]pyrimidin-3-yl}acetamide FC1=C(C=CC(=C1)F)[C@H](C)NC(CN1C(NC2=C(C1)C=C(C=N2)F)=O)=O